COC(C=C1CN(C1)C(=O)C=1C(=NC(=NC1)C(C)(C)C)OC1=CC=CC=C1)=O 2-(1-(2-(Tert-butyl)-4-phenoxypyrimidine-5-carbonyl)azetidin-3-ylidene)acetic acid methyl ester